3-(azidomethyl)-2,6-difluorobenzamide N(=[N+]=[N-])CC=1C(=C(C(=O)N)C(=CC1)F)F